C[C@@]12C(CC[C@H]1[C@@H]1CC=C3CC(CC[C@]3(C)[C@H]1CC2)=O)=O androst-5-Ene-3,17-dione